(3R,4S)-3-(cyclopropyl-(methyl)amino)-4-fluoropyrrolidine-1-carboxylic acid tert-butyl ester C(C)(C)(C)OC(=O)N1C[C@H]([C@H](C1)F)N(C)C1CC1